tert-Butyl 3-(4-(1-((1-ethoxy-2-methyl-1-oxopropan-2-yl)oxy)-2,2,2-trifluoroethyl)-7-(thiazol-2-yl)benzo[d]oxazol-2-yl)-3,6-diazabicyclo[3.1.1]heptane-6-carboxylate C(C)OC(C(C)(C)OC(C(F)(F)F)C1=CC=C(C2=C1N=C(O2)N2CC1N(C(C2)C1)C(=O)OC(C)(C)C)C=1SC=CN1)=O